2-[4-(4,4,5,5-tetramethyl-1,3-dioxolan-2-yl)-3-(trifluoromethyl)pyrazol-1-yl]acetonitrile CC1(OC(OC1(C)C)C=1C(=NN(C1)CC#N)C(F)(F)F)C